1-[2-amino-6-(furan-2-yl)-5-(pyridin-4-yl)pyrimidin-4-yl]-1,2,3-benzotriazole-5-ol NC1=NC(=C(C(=N1)N1N=NC2=C1C=CC(=C2)O)C2=CC=NC=C2)C=2OC=CC2